CN1C(C(=C(C2=CC=CC=C12)N1CCC(CC1)C=1SC=C(N1)C1=CC=C(C=C1)C)C#N)=O 1-Methyl-4-{4-[4-(4-methylphenyl)-1,3-thiazol-2-yl]piperidin-1-yl}-2-oxo-1,2-dihydroquinoline-3-carbonitrile